tert-butyl (1S,4S)-5-(7-bromo-8-fluoro-6-iodo-2-((tetrahydro-2H-pyran-4-yl)oxy)quinazolin-4-yl)-2,5-diazabicyclo[2.2.1]heptane-2-carboxylate BrC1=C(C=C2C(=NC(=NC2=C1F)OC1CCOCC1)N1[C@@H]2CN([C@H](C1)C2)C(=O)OC(C)(C)C)I